C(C)C=1C=NN2C1N=C(C=C2NCC2=C(C=C(C=C2)C2=CC=CC=C2)F)NC[C@@H]2[C@H](CNCC2)O (3R,4R)-4-(((3-ethyl-7-(((3-fluoro-[1,1'-biphenyl]-4-yl)methyl)amino)pyrazolo[1,5-a]pyrimidin-5-yl)amino)methyl)piperidin-3-ol